NC=1N=C(C2=C(N1)C(N(C2=C=O)C)CC2=CC=NC=C2)C=2OC(=CC2)C 2-amino-6-methyl-4-(5-methylfuran-2-yl)-7-(pyridin-4-ylmethyl)-6,7-dihydro-5-carbonyl-5H-pyrrolo[3,4-d]pyrimidine